t-butyl N-[(1S)-1-{[(2S)-1-[(5R,8S)-8-carbamoyl-4-oxo-2-phenyl-1,3,7-triazaspiro[4.4]non-1-en-7-yl]-4-methyl-1-oxopentan-2-yl](methyl)carbamoyl}ethyl]carbamate C(N)(=O)[C@H]1N(C[C@@]2(C(NC(=N2)C2=CC=CC=C2)=O)C1)C([C@H](CC(C)C)N(C(=O)[C@H](C)NC(OC(C)(C)C)=O)C)=O